CC1=CC(=NC(=N1)C=1C(=CC=2N(C1)C=CN2)C)N2CC(N(CC2)C2=CC=CC=C2)=O 4-(6-METHYL-2-(7-METHYLIMIDAZO[1,2-A]PYRIDIN-6-YL)PYRIMIDIN-4-YL)-1-PHENYLPIPERAZIN-2-ONE